N-((4-(2-((tert-butyldimethylsilyl)oxy)ethyl)-2-isopropylpyridin-3-yl)carbamoyl)-2,6-dichloro-5-fluoronicotinamide [Si](C)(C)(C(C)(C)C)OCCC1=C(C(=NC=C1)C(C)C)NC(=O)NC(C1=C(N=C(C(=C1)F)Cl)Cl)=O